NC1=C(C=C(C=C1OC)C=CC(C=CC1=CC(=C(C(=C1)OC)N)OC)=O)OC 1,5-bis(4-amino-3,5-dimethoxyphenyl)penta-1,4-dien-3-one